O[C@](C(=O)O)(C(C)=O)C (S)-2-hydroxy-2-methyl-3-oxobutanoic acid